COC1=CC=C(CNS(=O)(=O)C2=CC=C(C=C2)NC(=O)NCC=2C=NNC2)C=C1 N-(4-Methoxy-benzyl)-4-[3-(1H-pyrazol-4-ylmethyl)-ureido]-benzenesulfonamide